sulfonyl-thiourea S(=O)(=O)=NC(=S)N